OC1=C(CN[C@@H]2[C@@H](CC3=CC=CC=C23)O)C=C(C=C1C(C)(C)C)C(C)(C)C (1S,2R)-1-[(2-hydroxy-3,5-di-tert-butyl-benzyl)-amino]-indan-2-ol